N-(1-(3-(1-ethyl-1H-pyrazol-3-yl)-5-(1-methyl-1H-pyrazol-4-yl)phenyl)cyclopropyl)-2-methyl-5-(4-methylpiperazin-1-yl)benzamide C(C)N1N=C(C=C1)C=1C=C(C=C(C1)C=1C=NN(C1)C)C1(CC1)NC(C1=C(C=CC(=C1)N1CCN(CC1)C)C)=O